3-bromo-N-isobutylbenzamide CC(C)CNC(=O)C1=CC(=CC=C1)Br